O=S.[Mn] manganese oxysulfide